4-(6-(6-((5-Fluoro-6-methoxypyridin-3-yl)methyl)-3,6-diazabicyclo[3.1.1]heptan-3-yl)pyridin-3-yl)-6-((cis-3-hydroxy-3-methylcyclobutyl)methoxy)pyrazolo[1,5-a]pyridine-3-carbonitrile FC=1C=C(C=NC1OC)CN1C2CN(CC1C2)C2=CC=C(C=N2)C=2C=1N(C=C(C2)OCC2CC(C2)(C)O)N=CC1C#N